C1(CC1)C1=C(OC2=CC=C(C(=C2C(=O)NC2=CC(=C(C=C2)F)C#N)F)C(F)(F)F)C=CC(=C1)OC(F)(F)F 6-(2-cyclopropyl-4-(trifluoromethoxy)phenoxy)-N-(3-cyano-4-fluorophenyl)-2-fluoro-3-trifluoromethylbenzamide